(1R,5S)-3-(2,7-dichloro-8-fluoropyrido[4,3-d]pyrimidin-4-yl)-3,8-diazabicyclo[3.2.1]Octane-8-carboxylate ClC=1N=C(C2=C(N1)C(=C(N=C2)Cl)F)N2C[C@H]1CC[C@@H](C2)N1C(=O)[O-]